BrC1=C(C(=CC=C1Cl)F)CC(=O)CN(N=C(C(=O)O)C)CC.BrC1=C(C(=CC=C1Cl)F)C=1C(N(N=C(C1O)C)C)=O 4-(2-bromo-3-chloro-6-fluoro-phenyl)-5-hydroxy-2,6-dimethyl-pyridazin-3-one 2-{[2-(2-bromo-3-chloro-6-fluoro-phenyl)-acetyl]Ethyl-methyl-hydrazono}-propionate